phenylcarbazole copper (II) [Cu+2].C1(=CC=CC=C1)C1=CC=CC=2C3=CC=CC=C3NC12